C1(=CC=CC=C1)C(C=O)C 2-PHENYLPROPIONALDEHYDE